N-(4-fluoro-3-nitrophenyl)-4-(1-methyl-1H-indol-3-yl)-7-tosyl-7H-pyrrolo[2,3-d]pyrimidin-2-amine FC1=C(C=C(C=C1)NC=1N=C(C2=C(N1)N(C=C2)S(=O)(=O)C2=CC=C(C)C=C2)C2=CN(C1=CC=CC=C21)C)[N+](=O)[O-]